NC1=NC(=C(C=2N1C(N(N2)CCN(C=2C=NNC2)C)=O)C2=CC(=NC(=C2)C)C)C2=CC=CC=C2 5-amino-8-(2,6-dimethyl-4-pyridinyl)-2-[2-[methyl-(1H-pyrazol-4-yl)amino]ethyl]-7-phenyl-[1,2,4]triazolo[4,3-c]pyrimidin-3-one